2-fluoro-3-bromopyridine 4-(8-((benzyloxy)carbonyl)-3,8-diazabicyclo[3.2.1]octan-3-yl)-2-chloro-5,8-dihydropyrido[3,4-d]pyrimidine-7(6H)-carboxylate C(C1=CC=CC=C1)OC(=O)N1C2CN(CC1CC2)C=2C1=C(N=C(N2)Cl)CN(CC1)C(=O)O.FC1=NC=CC=C1Br